CN1C(NCC1)=O 3-methyl-2-oxoimidazolidin